C(C1=CC=CC=C1)N1C(CN(CC1)CC1=CN=C2C=C(C(NC2=C1)=O)CC)=O 1-benzyl-4-[(3-ethyl-2-oxo-1,5-diaza-7-naphthyl)methyl]-2-piperazinone